alpha-L-rhamnose 3-sulfate S(=O)(=O)(O)O[C@H]1[C@H]([C@H](O)O[C@H]([C@@H]1O)C)O